N2,N4,N6-tri(pyridine-4-yl)melamine N1=CC=C(C=C1)NC1=NC(=NC(=N1)NC1=CC=NC=C1)NC1=CC=NC=C1